BrC=1C=C(C=CC1)CCC(=O)OC methyl 3-(3-bromophenyl)propanoate